4-Amino-1-methyl-N-(4-(2,2,2-trifluoroacetamido)phenyl)-1H-pyrrole-2-carboxamide hydrochloride Cl.NC=1C=C(N(C1)C)C(=O)NC1=CC=C(C=C1)NC(C(F)(F)F)=O